C(=O)(O)CCC(=S)SC(CCC(=O)O)(C)C#N 4-[(2-carboxyethylthiocarbonyl)thio]-4-cyanopentanoic acid